COC=1C=C(C=CC1N1N=C(C=2C=NC(=CC21)C=2C=NN1C2N=CC=C1)C)NS(=O)(=O)C1COC1 N-(3-methoxy-4-(3-methyl-6-(pyrazolo[1,5-a]pyrimidin-3-yl)-1H-pyrazolo[4,3-c]pyridin-1-yl)phenyl)oxetane-3-sulfonamide